C[C@H]1CC=C[C@@]2([C@@]1([C@H]3[C@@H]([C@H](O[C@H]3CC2)O)C)C)O The molecule is a sesquiterpenoid that is 1,2,3a,4,5,5a,8,9,9a,9b-decahydronaphtho[2,1-b]furan substituted by methyl groups at positions 1, 9 and 9a and hydroxy groups at positions 2 and 5a. Isolated from methylene chloride solubles of the Formosan soft coral Nephthea elongata, it exhibits cytotoxicity against selected cancer cells. It has a role as an antineoplastic agent and a coral metabolite. It is a cyclic ether, a diol, an organic heterotricyclic compound and a sesquiterpenoid.